phenyl acetat C(C)(=O)OC1=CC=CC=C1